7-(4-((R,5S)-3,8-diazabicyclo[3.2.1]octan-3-yl)-8-fluoro-2-(((2R,7aS)-2-fluorotetrahydro-1H-pyrrolizin-7a(5H)-yl)methoxy)pyrido[4,3-d]pyrimidin-7-yl)-1-ethyl-2,3-dihydro-1H-inden-5-ol [C@H]12CN(C[C@H](CC1)N2)C=2C1=C(N=C(N2)OC[C@]23CCCN3C[C@@H](C2)F)C(=C(N=C1)C=1C=C(C=C2CCC(C12)CC)O)F